C12NCC(C1)(C2)CN(C(OCC2=CC=CC=C2)=O)C Benzyl ((2-Azabicyclo[2.1.1]hexan-4-yl)methyl)(methyl)carbamate